hexane-carbamate C(CCCCC)NC(=O)[O-]